2-(trifluoromethyl)benzamide FC(C1=C(C(=O)N)C=CC=C1)(F)F